C[C@@H]1CN(CCO1)C1=CC(=NC2=C(N=CC=C12)C1=CC=NN1C1OCCCC1)N1CCOCC1 4-[(2R)-2-methylmorpholin-4-yl]-2-(morpholin-4-yl)-8-[1-(tetrahydro-2H-pyran-2-yl)-1H-pyrazol-5-yl]-1,7-naphthyridine